C1(CC1)C1CNC(C=2C3=C(N=C(N13)[C@@H]1N(CCC1)C(=O)OC(C)(C)C)C=C(C2)F)=O tert-butyl (2R)-2-(9-cyclopropyl-4-fluoro-6-oxo-6,7,8,9-tetrahydro-2,7,9a-triazabenzo[cd]azulen-1-yl)pyrrolidine-1-carboxylate